3-(4-isopropyl-5-(8-methyl-[1,2,4]triazolo[1,5-a]pyridin-6-yl)-1H-pyrazol-3-yl)aniline C(C)(C)C=1C(=NNC1C=1C=C(C=2N(C1)N=CN2)C)C=2C=C(N)C=CC2